OCCN1N=C(C(=C1)NC=1N=CC2=C(N1)N(C(=C2)C#N)[C@H](COC)C)OC2CCOCC2 (S)-2-((1-(2-hydroxyethyl)-3-((tetrahydro-2H-pyran-4-yl)oxy)-1H-pyrazol-4-yl)amino)-7-(1-methoxypropane-2-yl)-7H-pyrrolo[2,3-d]pyrimidine-6-carbonitrile